C(C)(C)(C)OC(=O)N(C1=CC(=NC=2N1N=CC2C(C)C)NC[C@@H]2[C@H](CN(CC2)C(=O)OC(C)(C)C)O)C([2H])([2H])C=2N=C1N(C=CC=C1)C2 tert-butyl (3R,4R)-4-(((7-((tert-butoxycarbonyl)(imidazo[1,2-a]pyridin-2-ylmethyl-d2)amino)-3-isopropylpyrazolo[1,5-a]pyrimidin-5-yl)amino)methyl)-3-hydroxypiperidine-1-carboxylate